(S)-(1-(Benzylamino)propane-2-yl)carbamic acid tert-butyl ester C(C)(C)(C)OC(N[C@H](CNCC1=CC=CC=C1)C)=O